NC1=CC=C(C(=N1)N1CCCCCC1)C(=O)N1CCN(CC1)CCC [6-amino-2-(azepan-1-yl)pyridin-3-yl]-(4-propylpiperazin-1-yl)methanone